1-[[(8R,9aS)-8-(2,3-dichloro-6-hydroxyphenyl)-4-oxo-hexahydro-1H-pyrido[2,1-c][1,4]oxazin-3-yl]methyl]pyrrolidin-2-one ClC1=C(C(=CC=C1Cl)O)[C@H]1C[C@H]2COC(C(N2CC1)=O)CN1C(CCC1)=O